C(C1=CC=CC=C1)OC1=C([N+](=CC2=C(C(=CC=C12)Cl)Br)[O-])C(=O)OC 4-(benzyloxy)-8-bromo-7-chloro-3-(methoxycarbonyl)isoquinoline 2-oxide